C[NH+](C)C.FC(S(=O)(=O)[O-])(F)F trifluoromethanesulfonic acid trimethyl-ammonium salt